[N+](=O)([O-])C1=CC=C(C=N1)CO (6-nitropyridin-3-yl)methanol